2-{3-[(2-Ethoxyethyl)carbamoyl]azetidin-1-yl}-4-methyl-5-oxo-8-(1,3-thiazol-2-yl)-5H,8H-pyrido[2,3-d]pyrimidine-6-carboxylic acid C(C)OCCNC(=O)C1CN(C1)C=1N=C(C2=C(N1)N(C=C(C2=O)C(=O)O)C=2SC=CN2)C